COC=1C=C(C[C@@H]2[C@@H]([C@H](OC2)C2=CC(=C(C(=C2)OC)OC)OC)COC(C(=CC)C)=O)C=CC1OC 2-Methyl-2-butenoic acid ((2S,3R,4R)-4-(3,4-dimethoxybenzyl)-2-(3,4,5-trimethoxyphenyl)tetrahydrofuran-3-yl)methyl ester